C12N(C3CC(CC(C1)C3)C2)C(=O)C=2C=NC=C(C2N2C[C@](CC2)(N)C)C2=NC3=C(N2)C(=CC=C3)Cl (3S)-1-(3-{2-azatricyclo[3.3.1.13,7]decane-2-carbonyl}-5-(7-chloro-1H-1,3-benzodiazol-2-yl)pyridin-4-yl)-3-methylpyrrolidin-3-amine